2-Chloro-5-methoxy-1,3-benzoxazole ClC=1OC2=C(N1)C=C(C=C2)OC